BrC=1C=2C=C3C(=NC2C=C(C1)F)OC[C@H]1N3CCOC1 (S)-11-bromo-9-fluoro-1,2,4a,5-tetrahydro-4H-[1,4]oxazino[4',3':4,5][1,4]oxazino[2,3-b]quinoline